C1=CC=CC=2C3=CC=CC=C3C(C12)COC(=O)[C@](N)(CCCCNC(C1=CC=CC=C1)(C1=CC=CC=C1)C1=CC=C(C=C1)C)C(=O)O 2-[(9H-fluoren-9-ylmethoxy)carbonyl]-N6-[(4-methylphenyl)diphenylmethyl]-L-lysine